tert-butyl 4-(7-bromo-8-fluoro-6-iodoquinazolin-4-yl)piperazine-1-carboxylate BrC1=C(C=C2C(=NC=NC2=C1F)N1CCN(CC1)C(=O)OC(C)(C)C)I